BrC1=C(C=C(C=C1)C)CCC(C)O 4-(2-bromo-5-methylphenyl)butan-2-ol